dibenzo[b,D]thiophen-4-amine C1=CC=C(C=2SC3=C(C21)C=CC=C3)N